Cl.CN(CC(=O)NC1=CC=2C3=CC=CC=C3C(NC2C=C1)=O)C 2-(dimethylamino)-N-(6-oxo-5,6-dihydrophenanthridin-2-yl)acetamide hydrochloride